C1(=CC=C(C=C1)CN1CC2N(CC1)C(CN(C2=O)CC2=NC=CC=C2)=O)C2=CC=CC=C2 2-([1,1'-biphenyl]-4-ylmethyl)-8-(pyridin-2-ylmethyl)hexahydro-2H-pyrazino[1,2-a]pyrazine-6,9-dione